methoxyl-salicylic acid potassium salt [K+].O(C)OC=1C(C(=O)[O-])=CC=CC1